[Na+].C(C(=C)C)(=O)OCCCS(=O)(=O)[O-] 3-sulfopropyl methacrylate sodium salt